2-[[4-(1,8-diazaspiro[5.5]undecan-8-yl)-3-pyrimidin-2-yl-pyrrolo[2,3-b]pyridin-1-yl]methoxy]ethyl-trimethyl-silane N1CCCCC12CN(CCC2)C2=C1C(=NC=C2)N(C=C1C1=NC=CC=N1)COCC[Si](C)(C)C